FC1=C(C(=CC=C1)F)C1=C(C=CC2=C1C(=NO2)N2C(N1C(=C2)C([C@@H](C1)NS(=O)(=O)CC)(F)F)=O)F N-{(6R)-2-[4-(2,6-difluorophenyl)-5-fluoro-1,2-benzoxazol-3-yl]-7,7-difluoro-3-oxo-2,5,6,7-tetrahydro-3H-pyrrolo[1,2-c]imidazol-6-yl}ethanesulfonamide